BrC=1C(=C(C=CC1)C(C(C)C)O)F 1-(3-bromo-2-fluorophenyl)-2-methyl-propan-1-ol